methyl 5-(6,7-dihydro-5H-pyrimido[4,5-b][1,4]oxazin-2-yl)-3-methylpicolinate N1=C(N=CC2=C1OCCN2)C=2C=C(C(=NC2)C(=O)OC)C